Lead-silicon-iron [Fe].[Si].[Pb]